N1(CCNCC1)C1=NC=CC2=CN=CC=C12 1-(piperazin-1-yl)-2,6-naphthyridine